azetidin-3-ylmethyl 4-[6-[5-(6-methyl-2-pyridyl)-1H-imidazol-4-yl]-3-quinolyl]cyclohex-3-ene-1-carboxylate CC1=CC=CC(=N1)C1=C(N=CN1)C=1C=C2C=C(C=NC2=CC1)C1=CCC(CC1)C(=O)OCC1CNC1